Cl.C1(=CC=CC=C1)[C@H]1CCC[C@H](N1)C(=O)O (2S,6R)-6-phenyl-2-piperidinecarboxylic acid hydrochloride